C1C=CC=C1.[CH-]1C=CC=C1.[Ti+2] titanocenium